methyl (S)-2-((tert-butoxycarbonyl)amino)-3-(3,5-diiodo-4-methoxyphenyl)propanoate C(C)(C)(C)OC(=O)N[C@H](C(=O)OC)CC1=CC(=C(C(=C1)I)OC)I